C(C(=C)C)(=O)OCCCN1COCCC1 3-(gamma-methacryloxypropyl)-tetrahydro-1,3-oxazine